NC1=C(C(=O)OCC)C=CN=C1 ethyl 3-aminoisonicotinate